ClC1=C(OCCCCCOCC(=O)O)C(=CC(=C1)C(C)(C)C1=CC=C(C=C1)OCC=1C=NC(=NC1)NS(=O)(=O)C)C#N 2-((5-(2-chloro-6-cyano-4-(2-(4-((2-(methylsulfonamido)pyrimidin-5-yl)methoxy)phenyl)propan-2-yl)phenoxy)pentyl)oxy)acetic acid